Cl.CN1N=C(C2=CC=CC=C12)C(=O)NC1CC2CCCC(C1)N2C 1-methyl-N-(endo-9-methyl-9-azabicyclo[3.3.1]nonan-3-yl)-1H-indazole-3-carboxamide hydrochloride